1-amino-6-bromo-5-fluoro-2H-isoindole-4-carboxylic acid NC=1NC=C2C(=C(C(=CC12)Br)F)C(=O)O